Ethyl 10-(((S)-1-((2S,4R)-4-hydroxy-2-(((S)-1-(4-(4-methylthiazol-5-yl)phenyl)ethyl)carbamoyl)pyrrolidin-1-yl)-3,3-dimethyl-1-oxobutan-2-yl)amino)-10-oxodecanoate O[C@@H]1C[C@H](N(C1)C([C@H](C(C)(C)C)NC(CCCCCCCCC(=O)OCC)=O)=O)C(N[C@@H](C)C1=CC=C(C=C1)C1=C(N=CS1)C)=O